1-((1r,4r)-4-morpholinylcyclohexyl)-1H-pyrazol-3-ol N1(CCOCC1)C1CCC(CC1)N1N=C(C=C1)O